C(C)OC(\C(=C\C1=C(C=C(C=C1)OC)[N+](=O)[O-])\C)=O (E)-3-(4-methoxy-2-nitro-phenyl)-2-methyl-prop-2-enoic acid ethyl ester